C(C)(C)(C)OC(=O)N1C[C@H]2C([C@@H](C1)C2)C(=O)O (1R,5S,6r)-3-tert-butoxycarbonyl-3-azabicyclo[3.1.1]heptane-6-carboxylic acid